3-hydroxy-4-keto-5-methyl-6,7-dihydropyrazolo[4,3-c]pyridine-1-carboxylic acid tert-butyl ester C(C)(C)(C)OC(=O)N1N=C(C=2C(N(CCC21)C)=O)O